8-cyclopentyl-2-((2-(dimethylamino)-2,3-dihydro-1H-inden-5-yl)amino)-7-oxo-7,8-dihydropyrido[2,3-d]pyrimidine-6-carbonitrile C1(CCCC1)N1C(C(=CC2=C1N=C(N=C2)NC=2C=C1CC(CC1=CC2)N(C)C)C#N)=O